(S)-3-(benzyloxy)propane-1,2-diyl ditetradecanoate C(CCCCCCCCCCCCC)(=O)OC[C@H](COCC1=CC=CC=C1)OC(CCCCCCCCCCCCC)=O